Methyl (S)-5-(4-azidobenzamido)-2-(4-(((2,4-diaminopteridin-6-yl)methyl)(methyl)amino) benzamido)-pentanoate N(=[N+]=[N-])C1=CC=C(C(=O)NCCC[C@@H](C(=O)OC)NC(C2=CC=C(C=C2)N(C)CC=2N=C3C(=NC(=NC3=NC2)N)N)=O)C=C1